O=C1O[C@H]2[C@@H](N1)C[C@@H](C2)C(=O)OC methyl (3aS,5S,6aR)-2-oxo-3,3a,4,5,6,6a-hexahydrocyclopenta[d]oxazole-5-carboxylate